(R)-2-((5-(2-(6-((1,3-dimethoxyprop-2-yl)amino)-2-methylhex-3-yl)-2,6-diazaspiro[3.4]oct-6-yl)-1,2,4-triazin-6-yl)oxy)-N-ethyl-5-fluoro-N-isopropylbenzamide COCC(COC)NCCC[C@H](C(C)C)N1CC2(C1)CN(CC2)C=2N=CN=NC2OC2=C(C(=O)N(C(C)C)CC)C=C(C=C2)F